3-methoxy-4-(pyrimidin-2-yloxymethyl)benzoic acid COC=1C=C(C(=O)O)C=CC1COC1=NC=CC=N1